CN1C=NC=C1C1=CC=C(C=C1)B(O)O 4-(3-methylimidazol-4-yl)phenylboronic acid